BrC1=CC=C(C=C1)/C=C/C(=O)N1CCN(C2(CC2)C1)C(C1=CN=C(C=C1)OC)=O (E)-3-(4-bromophenyl)-1-(4-(6-methoxynicotinoyl)-4,7-diazaspiro[2.5]oct-7-yl)prop-2-en-1-one